C1NCC2=CC(=CC=C12)N1CC2=CC=CC=C2CC1 2-(isoindolin-5-yl)-1,2,3,4-tetrahydroisoquinoline